ClC1=CC=C(C=N1)C=1C=C(C=CC1)[C@H](C)NC(C=CC1=CC=CC=C1)=O (S)-N-{1-[3-(6-Chloro-pyridin-3-yl)-phenyl]-ethyl}-3-phenyl-acrylamide